O=C(CC(=O)O)NC1=CC=C(C=C1)C 3-oxo-3-(p-toluidino)propionic acid